N-[5-[4-[(3-cyanopyrazin-2-yl)amino]cyclohexoxy]-7-morpholino-1,6-naphthyridin-3-yl]methanesulfonamide C(#N)C=1C(=NC=CN1)NC1CCC(CC1)OC1=C2C=C(C=NC2=CC(=N1)N1CCOCC1)NS(=O)(=O)C